C(N)(=O)C1=CC2=C(SC(=C2C#N)C(F)(F)P(OCC)(OCC)=O)C(=C1)OCC1=C(C=C(C=C1)S(=O)(=O)C)C#N diethyl ((5-carbamoyl-3-cyano-7-((2-cyano-4-(methylsulfonyl)benzyl)oxy)benzo[b]thiophen-2-yl)difluoromethyl)phosphonate